C([C@@H](CCC)O)O (R)-1,2-pentanediol